tert-butyl-(6-cyano-1H-indol-3-yl) acrylate C(C=C)(=O)OC1=CN(C2=CC(=CC=C12)C#N)C(C)(C)C